7-fluoro-4-methyl-6-(4,4,5,5-tetramethyl-1,3,2-dioxaborolan-2-yl)-3,4-dihydro-2H-benzo[b][1,4]oxazine FC=1C(=CC2=C(OCCN2C)C1)B1OC(C(O1)(C)C)(C)C